1-[1-(R)-benzyl-2-(piperidin-1-yl)ethyl]-4-[(3-trifluoromethylphenyl)thiomethyl]-1H-1,2,3-triazole C(C1=CC=CC=C1)[C@H](CN1CCCCC1)N1N=NC(=C1)CSC1=CC(=CC=C1)C(F)(F)F